bis[4-diphenylaminonaphthalen-1-yl]biphenyl C1(=CC=CC=C1)N(C1=CC=C(C2=CC=CC=C12)C1=CC=C(C=C1)C1=CC=C(C=C1)C1=CC=C(C2=CC=CC=C12)N(C1=CC=CC=C1)C1=CC=CC=C1)C1=CC=CC=C1